3-(6,7-dihydro-5H-pyrrolo[3,4-b]pyridin-3-yl)-6-[5-(6-methyl-2-pyridyl)-1H-imidazol-4-yl]quinoline N1=C2C(=CC(=C1)C=1C=NC3=CC=C(C=C3C1)C=1N=CNC1C1=NC(=CC=C1)C)CNC2